FC1=CC=C(S1)CC[C@@]1(CN(CC1)C(C)(C)C=1C=NC(=CC1)C)CNC(OC1=CC=CC=C1)=O |o1:8| phenyl (S or R)-((3-(2-(5-fluoro-thiophen-2-yl)ethyl)-1-(2-(6-methylpyridin-3-yl)propan-2-yl)pyrrolidin-3-yl)methyl)carbamate